OC1(CCN(CC1)C(C[C@@H](C)C1=CC=CC=C1)=O)CN1C=NC(=CC1=O)N1C(CCC1)CNC(OC(C)(C)C)=O tert-butyl ((1-(1-((4-hydroxy-1-((R)-3-phenylbutanoyl)piperidin-4-yl)methyl)-6-oxo-1,6-dihydropyrimidin-4-yl)pyrrolidin-2-yl)methyl)carbamate